C(C)OC(=O)[C@@H]1CN(CC[C@H]1NC(=O)OCC1=CC=CC=C1)C(=O)OC(C)(C)C |r| racemic-(3R,4R)-4-benzyloxycarbonylamino-piperidine-1,3-dicarboxylic acid 1-tert-butyl 3-ethyl ester